FC(C=1NC=NN1)(F)F 5-(trifluoromethyl)-4H-1,2,4-triazole